OC=1C=CC(=NC1)N1CCN(CC1)C(=O)C1CCCC2=CC=CC=C12 [4-(5-Hydroxypyridin-2-yl)-piperazin-1-yl]-(1,2,3,4-tetrahydronaphthalen-1-yl)-methanone